COC(=O)C=1C=CC(=NC1C1=NC2=C(N1C)C=CC(=C2)C(F)(F)F)C(=N)N 5-methoxycarbonyl-6-[1-methyl-5-(trifluoromethyl)benzimidazol-2-yl]pyridine-2-carboxamidine